FCCCN1C[C@H](CC1)OC1=CC=C(C=C1)C1=C(CCSC2=C1C=CC(=C2)O)C2=CC=C1C=CNC1=C2 5-[4-[(3S)-1-(3-Fluoropropyl)pyrrolidin-3-yl]oxyphenyl]-4-(1H-indol-6-yl)-2,3-dihydro-1-benzothiepin-8-ol